5-((6-(2,4-dimethoxypyrimidin-5-yl)imidazo[1,2-b]pyridazin-8-yl)oxy)-4,4-difluoro-N-isopropylpentanamide COC1=NC=C(C(=N1)OC)C=1C=C(C=2N(N1)C=CN2)OCC(CCC(=O)NC(C)C)(F)F